5-chloro-6-cyclobutyl-2-(4,4-difluoroazepan-1-yl)nicotinamide ClC=1C(=NC(=C(C(=O)N)C1)N1CCC(CCC1)(F)F)C1CCC1